FC(C(=O)N1CC(C1)NC=1C(=NC=CC1OC)OC1=CC=C(C=C1)C(F)(F)F)=C 2-Fluoro-1-(3-((4-methoxy-2-(4-(trifluoromethyl)phenoxy)pyridin-3-yl)amino)azetidin-1-yl)prop-2-en-1-one